FC1=C(C(=O)N([C@H]2CN(CC[C@@H]2C)C(=O)OC(C)(C)C)C2=NC=CC3=CC=CC(=C23)C)C=CC(=C1)C=1N=NN(C1)C tert-butyl (3R,4S)-3-[[2-fluoro-4-(1-methyltriazol-4-yl) benzoyl]-(8-methyl-1-isoquinolyl) amino]-4-methyl-piperidine-1-carboxylate